(R)-bis(3,5-dimethylphenyl)(1-(8-methoxy-1,3-dimethylpyrrolo[1,2-a]quinoxalin-4-yl)naphthalen-2-yl)phosphine oxide CC=1C=C(C=C(C1)C)P(C1=C(C2=CC=CC=C2C=C1)C=1C=2N(C3=CC(=CC=C3N1)OC)C(=CC2C)C)(C2=CC(=CC(=C2)C)C)=O